tert-butyl 2-chloro-7,8-dihydro-1,6-naphthyridine-6(5H)-acetate ClC1=NC=2CCN(CC2C=C1)CC(=O)OC(C)(C)C